ClC1=C(C=CC=C1)NC(=O)NC1=C(C=C(C(=C1)B1OC(C(O1)(C)C)(C)C)C)F 1-(2-chlorophenyl)-3-(2-fluoro-4-methyl-5-(4,4,5,5-tetramethyl-1,3,2-dioxaborolan-2-yl)phenyl)urea